FC1(CC(C1)NC(C1=CNC(C=C1)=COC1=NN2C(C3=CC=CC=C13)=NN=C2C2=NOC(=C2)COC)=O)F N-(3,3-difluorocyclobutyl)-6-((3-(5-methoxymethylisoxazol-3-yl)-[1,2,4]triazolo[3,4-a]phthalazin-6-oxy)methylene)nicotinamide